4-(5-acetamido-1,3-benzoxazol-2-yl)pyridine-2-carboxylic acid C(C)(=O)NC=1C=CC2=C(N=C(O2)C2=CC(=NC=C2)C(=O)O)C1